4-(4-(3,8-diazabicyclo-[3.2.1]octan-3-yl)-6-chloro-2-((1-((dimethylamino)-methyl)cyclopropyl)meth-oxy)-8-fluoroquinazolin-7-yl)naphthalen-2-ol C12CN(CC(CC1)N2)C2=NC(=NC1=C(C(=C(C=C21)Cl)C2=CC(=CC1=CC=CC=C21)O)F)OCC2(CC2)CN(C)C